α,α'-bis(4-hydroxyphenyl)-p-di-isopropylbenzene OC1=CC=C(C=C1)C(C)(C)C1=CC=C(C=C1)C(C)(C)C1=CC=C(C=C1)O